FC1=NC=C(C(=O)NC2=C(C=CC(=C2)N2N=NC(=C2)C(NCCCN2CCOCC2)=O)N2CCN(CC2)C)C(=C1)C(F)(F)F 6-fluoro-N-(2-(4-methylpiperazin-1-yl)-5-(4-((3-morpholinopropyl)carbamoyl)-1H-1,2,3-triazol-1-yl)phenyl)-4-(trifluoromethyl)nicotinamide